1-(5-tert-butyl-2H-pyrazol-3-yl)-3-{4-[5-(2-{3-[2-(2,6-dioxopiperidin-3-yl)-1,3-dioxo-2,3-dihydro-1H-isoindol-4-yl]-prop-2-ynyloxy}-ethoxy)-benzoimidazol-1-yl]-phenyl}-urea C(C)(C)(C)C=1C=C(NN1)NC(=O)NC1=CC=C(C=C1)N1C=NC2=C1C=CC(=C2)OCCOCC#CC2=C1C(N(C(C1=CC=C2)=O)C2C(NC(CC2)=O)=O)=O